4-(((3-(5-iodo-2-methoxyphenyl)-2,6-dioxo-3,6-dihydropyrimidine-1(2H)-yl)methyl)amino)-4-oxobutanoic acid IC=1C=CC(=C(C1)N1C(N(C(C=C1)=O)CNC(CCC(=O)O)=O)=O)OC